FC1=C(C=C2C=CN(C(C2=C1F)=O)CCCC=O)C1=NC=C(C=N1)C(F)(F)F 4-[7,8-difluoro-1-oxo-6-[5-(trifluoromethyl)pyrimidin-2-yl]-2-isoquinolinyl]butanal